5-(Benzo[b]thiophen-2-yl)-N-(pyridin-4-yl)-1H-indazole-3-carboxamide S1C2=C(C=C1C=1C=C3C(=NNC3=CC1)C(=O)NC1=CC=NC=C1)C=CC=C2